3-Ethylidene-7-methyl-2,3,4,4a,9,9a-hexahydro-1H-1,4-methanoxanthene C(C)=C1CC2C3CC4=CC(=CC=C4OC3C1C2)C